C(C=C)(=O)N1CCN(CC1)C1=NC=NC2=CC(=C(C=C12)Cl)C1=NC(=CC2=CC=CC=C12)NC(=O)C1CC1 N-(1-(4-(4-acryloylpiperazin-1-yl)-6-chloroquinazolin-7-yl)isoquinolin-3-yl)cyclopropanecarboxamide